CN(C/C=C/C(=O)N1CCC(CC1)C(=O)OCC)C Ethyl (E)-1-(4-(dimethylamino)but-2-enoyl)piperidine-4-carboxylate